FC1=C(C=C(C=C1)F)C1=C(C(=NC=C1)[C@@H]1OCC(CC1)(F)F)NC(=O)C=1C=NC(=NC1)NC(C)C |r| rac-N-(4-(2,5-difluorophenyl)-2-(5,5-difluorotetrahydro-2H-pyran-2-yl)pyridin-3-yl)-2-(isopropylamino)pyrimidine-5-carboxamide